N-(4-fluorophenyl)-N-isopropyl-2-hydroxymethyl-acetamide tertbutyl-peroxypivalate C(C)(C)(C)CC(C(=O)OO)(C)C.FC1=CC=C(C=C1)N(C(CCO)=O)C(C)C